ClC1=NN2C(C(=N1)NC1CCCC1)=CC=C2C[C@H]2O[C@@H]([C@H]([C@H]2O)O)CO (2R,3R,4S,5R)-2-((2-chloro-4-(cyclopentylamino)pyrrolo[2,1-f][1,2,4]triazine-7-yl)methyl)-5-(hydroxymethyl)tetrahydrofuran-3,4-diol